BrC1=NC(=C(C(=O)[O-])C=C1)N1CCC(CC1)=C(F)F 6-bromo-2-(4-(difluoromethylene)piperidin-1-yl)nicotinate